N=1N=C(N2C1C=CC=C2)C2[C@H]1CN(C[C@@H]21)C(=O)OC(C)(C)C tert-butyl (1r,5s,6r)-6-([1,2,4]triazolo[4,3-a]pyridin-3-yl)-3-azabicyclo[3.1.0]hexane-3-carboxylate